2',4'-dihydroxy-3'-methylbutanophenone OC1=C(C=CC(=C1C)O)C(CCC)=O